1,3-azulenedicarboxylate C1(=CC(=C2C=CC=CC=C12)C(=O)[O-])C(=O)[O-]